COC1=CC=C2C=NC(=NN21)C=2C=C(C=CC2C)NC(=O)N2C1CCCC2C1 N-(3-(7-methoxypyrrolo[2,1-f][1,2,4]triazin-2-yl)-4-methylphenyl)-6-azabicyclo[3.1.1]heptane-6-carboxamide